C1(CC1)C1=CC(=NN1C)NC(C1=CC(=C(C=C1)C)C#CC=1C=NC=CC1)=O N-(5-cyclopropyl-1-methyl-1H-pyrazol-3-yl)-4-methyl-3-[2-(pyridin-3-yl)ethynyl]benzamide